OC1CCC2(CN(C2)C(CN2C[C@@H](CCC2)NC=2N=NC(=C(C2)C)C2=C(C=C(C=C2)C(F)(F)F)O)=O)CC1 {7-hydroxy-2-azaspiro[3.5]nonan-2-yl}-2-[(3R)-3-({6-[2-hydroxy-4-(trifluoromethyl)phenyl]-5-methylpyridazin-3-yl}amino)piperidin-1-yl]ethanone